2-[2-[2-[2-[2-(Tert-butoxycarbonylamino)ethoxy]ethoxy]ethoxy]ethoxy]ethyl methanesulfonate CS(=O)(=O)OCCOCCOCCOCCOCCNC(=O)OC(C)(C)C